S-((5-(3-Cyano-4-fluorophenoxy)-6-fluoro-1-(phenylsulfonyl)-1H-indol-4-yl)methyl) ethanethioate C(C)(SCC1=C2C=CN(C2=CC(=C1OC1=CC(=C(C=C1)F)C#N)F)S(=O)(=O)C1=CC=CC=C1)=O